C1(CC1)N1N=CC(=C1)C1=NN=C(S1)COC1=CC=CC(=N1)C1=CC(=C(CC2=NC3=C(N2C[C@H]2OCC2)C=C(C=C3)C(=O)O)C=C1F)F (S)-2-(4-(6-((5-(1-cyclopropyl-1H-pyrazol-4-yl)-1,3,4-thiadiazol-2-yl)methoxy)pyridin-2-yl)-2,5-difluorobenzyl)-1-(oxetan-2-ylmethyl)-1H-benzo[d]imidazole-6-carboxylic acid